2-(6-chloropyridin-3-yl)-3-(3-(6-(oxetan-3-yl)-3,6-diazabicyclo[3.1.1]hept-3-yl)prop-1-ynyl)-6-(5-(trifluoromethyl)-2H-pyrazol-3-yl)phenol ClC1=CC=C(C=N1)C1=C(C(=CC=C1C#CCN1CC2N(C(C1)C2)C2COC2)C=2NN=C(C2)C(F)(F)F)O